4-chloro-1-[[3-(1,1-difluoroethyl)-1-bicyclo[1.1.1]pentanyl]sulfonyl]-3-(3,3-difluoro-2-methyl-azetidin-1-yl)indazole ClC1=C2C(=NN(C2=CC=C1)S(=O)(=O)C12CC(C1)(C2)C(C)(F)F)N2C(C(C2)(F)F)C